hexahydro-pyrrolo[3,4-c]cinnolin C1NCC2NNC=3C=CC=CC3C21